2-methylbenzene-1,4-diyl bis[4-({[4-(acryloyloxy)butoxy]-carbonyl}oxy)benzoate] C(C=C)(=O)OCCCCOC(=O)OC1=CC=C(C(=O)OC2=C(C=C(C=C2)OC(C2=CC=C(C=C2)OC(=O)OCCCCOC(C=C)=O)=O)C)C=C1